5-(4-(diphenylamino)phenyl)-4-dodecylthiophene-2-carbaldehyde C1(=CC=CC=C1)N(C1=CC=C(C=C1)C1=C(C=C(S1)C=O)CCCCCCCCCCCC)C1=CC=CC=C1